N-(3-amino-2-methylpropyl)-4-(dimethylamino)benzenesulfonamide NCC(CNS(=O)(=O)C1=CC=C(C=C1)N(C)C)C